(2S)-2-(6-{5-Chloro-2-[(oxan-4-yl)amino]pyrimidin-4-yl}-1-oxo-2,3-dihydro-1H-isoindol-2-yl)-N-[(1S)-1-[3-fluoro-6-(4-methylpiperazin-1-yl)pyridin-2-yl]-2-hydroxyethyl]propanamid ClC=1C(=NC(=NC1)NC1CCOCC1)C1=CC=C2CN(C(C2=C1)=O)[C@H](C(=O)N[C@H](CO)C1=NC(=CC=C1F)N1CCN(CC1)C)C